3-Methyl-7-(1-(1-methyl-1H-indazol-5-yl)piperidin-4-yl)-5-((3-(trifluoromethyl)pyridin-2-yl)methyl)pyrido[2,3-b]pyrazin-6(5H)-one CC1=CN=C2C(=N1)N(C(C(=C2)C2CCN(CC2)C=2C=C1C=NN(C1=CC2)C)=O)CC2=NC=CC=C2C(F)(F)F